C(#N)C=1C(=C(C(O)=C(C1C#N)S)O)S 4,5-dicyano-3,6-dimercaptocatechol